dimethyl-2,2'-azobisisobutyrate COC(C(C)(C)N=NC(C(=O)OC)(C)C)=O